tert-butyl 2-[4-(4,4,5,5-tetramethyl-1,3,2-dioxaborolan-2-yl)pyrazol-1-yl]propanoate CC1(OB(OC1(C)C)C=1C=NN(C1)C(C(=O)OC(C)(C)C)C)C